CC=1C=NC(=NC1)C1C(CC1)C=1NC(C2=C(N1)N(N=C2C#N)C(C)C=2C=NC(=CC2)C(F)(F)F)=O 6-(2-(5-methylpyrimidin-2-yl)cyclobutyl)-4-oxo-1-(1-(6-(trifluoromethyl)pyridin-3-yl)ethyl)-4,5-dihydro-1H-pyrazolo[3,4-d]pyrimidine-3-carbonitrile